C(C)(=O)OCC[C@@H]1CN(CCC1)C=1C(=NC(=CC1)C=1C=NN(C1CO)C)CC (R)-2-(1-(2-ethyl-6-(5-(hydroxymethyl)-1-methyl-1H-pyrazole-4-yl)pyridin-3-yl)piperidine-3-yl)ethyl acetate